N-(3-(4-acetyl-1,4-diazepan-1-yl)phenyl)-4-fluoro-7-methyl-1H-indole C(C)(=O)N1CCN(CCC1)C=1C=C(C=CC1)N1C=CC2=C(C=CC(=C12)C)F